Cl.NC1=NC=C(C=N1)C#CC=1C=C(C(=O)N[C@H](CO)CC2=CC=C(C=C2)OC)C=CC1OC(F)F 3-[2-(2-Aminopyrimidin-5-yl)ethynyl]-4-(difluoromethoxy)-N-[(2S)-1-hydroxy-3-(4-methoxyphenyl)propan-2-yl]benzamide hydrochloride